tert-butyl (R)-(2-(((3-(5-chloro-2-(4,4-difluoroazepan-1-yl)-4-(trifluoromethyl)benzamido)phenyl)(methyl)(oxo)-λ6-sulfaneylidene)amino)-2-oxoethyl)(methyl)carbamate ClC=1C(=CC(=C(C(=O)NC=2C=C(C=CC2)[S@](=O)(C)=NC(CN(C(OC(C)(C)C)=O)C)=O)C1)N1CCC(CCC1)(F)F)C(F)(F)F